OC1CN(C1)C(=O)[C@@H]1CC[C@H](CO1)NC(OC(C)(C)C)=O Tert-butyl {(3R,6S)-6-((3-hydroxyazetidin-1-yl)carbonyl)tetrahydro-2H-pyran-3-yl}carbamate